Methyl 3-(5-(2,6-dimethylphenyl)pyridin-3-yl)-3-(4,4,4-trifluoro-2-(2-oxopyridin-1(2H)-yl) butanamido)propanoate CC1=C(C(=CC=C1)C)C=1C=C(C=NC1)C(CC(=O)OC)NC(C(CC(F)(F)F)N1C(C=CC=C1)=O)=O